[4-[(2S,4S)-4-hydroxy-4-methylpyrrolidine-2-carbonyl]piperazin-1-yl]-[2-methyl-4-[[3-[1-methyl-3-(trifluoromethyl)pyrazol-4-yl]imidazo[1,2-a]pyrazin-8-yl]amino]phenyl]methanone O[C@]1(C[C@H](NC1)C(=O)N1CCN(CC1)C(=O)C1=C(C=C(C=C1)NC=1C=2N(C=CN1)C(=CN2)C=2C(=NN(C2)C)C(F)(F)F)C)C